hexadecanol C(CCCCCCCCCCCCCCC)O